(6a-(difluoromethyl)-2-(3-fluoro-2-hydroxyphenyl)-5,6,6a,7,9,10-hexahydro-8H-pyrazino[1',2':4,5]pyrazino[2,3-c]pyridazin-8-yl)(2,2-dimethylpiperazin-1-yl)methanone FC(C12N(C=3C(=NN=C(C3)C3=C(C(=CC=C3)F)O)NC1)CCN(C2)C(=O)N2C(CNCC2)(C)C)F